(3R,5'S)-5'-carbamoyl-2-oxospiro[indoline-3,3'-pyrroline]-1'-carboxylic acid-4',4'-d2 C(N)(=O)[C@@H]1C([C@@]2(CN1C(=O)O)C(NC1=CC=CC=C12)=O)([2H])[2H]